N-(2-ethynyl-thiazol-4-yl)-4-(4-(3-hydroxy-1,1-dioxo-2,3-dihydrobenzo[b]-thiophen-7-yl)phenyl)piperazine-1-carboxamide C(#C)C=1SC=C(N1)NC(=O)N1CCN(CC1)C1=CC=C(C=C1)C1=CC=CC2=C1S(CC2O)(=O)=O